2-(2-(((5-chloro-2-(trifluoromethoxy)phenyl)amino)-2-oxoacetamido)-3-phenylpropionamido)benzoic acid tert-butyl ester C(C)(C)(C)OC(C1=C(C=CC=C1)NC(C(CC1=CC=CC=C1)NC(C(=O)NC1=C(C=CC(=C1)Cl)OC(F)(F)F)=O)=O)=O